3-(2-amino-4-ethoxyphenoxy)propan-1-sulfonic acid NC1=C(OCCCS(=O)(=O)O)C=CC(=C1)OCC